C(CCCCC(C)C)N(CCCCCC(C)C)CC(=O)OCC ethyl N,N-di-isooctylaminoacetate